N[C@@H](CC(=O)OCC)C1=C(C(=CC(=C1)C(F)(F)F)Br)F Ethyl (S)-3-amino-3-(3-bromo-2-fluoro-5-(trifluoromethyl)phenyl)propanoate